2-chloro-4-(3-(trans-4-(2-hydroxyethoxy)cyclohexyl)-4,4-dimethyl-5-oxo-2-thioxoimidazolidin-1-yl)benzonitrile ClC1=C(C#N)C=CC(=C1)N1C(N(C(C1=O)(C)C)[C@@H]1CC[C@H](CC1)OCCO)=S